Heptadecan-9-yl 8-((3-(((3-methyloxetan-3-yl)methyl)sulfonamido)propyl)(8-oxo-8-(undecan-3-yloxy)octyl)amino)octanoate CC1(COC1)CS(=O)(=O)NCCCN(CCCCCCCC(=O)OC(CCCCCCCC)CCCCCCCC)CCCCCCCC(OC(CC)CCCCCCCC)=O